CN(C1=CC2=C([C@@H](CCO2)CNC=2C=NC=CC2C(=O)O)C=C1)C1=C(C=CC=C1)C 3-({[(4R)-7-[methyl-(2-methylphenyl)amino]-3,4-dihydro-2H-1-benzopyran-4-yl]methyl}amino)pyridine-4-carboxylic acid